C(C(=C)C)(=O)OCCC[Si](OC)(OC)OC 3-Methacryloxy-propyltrimethoxysilan